(R)-N-(2-amino-1-(3-chlorophenyl)-ethyl)-1-(2-((4-fluorophenyl)-amino)-5-methyl-pyrimidin-4-yl)-1H-imidazole-4-carboxamide NC[C@@H](C1=CC(=CC=C1)Cl)NC(=O)C=1N=CN(C1)C1=NC(=NC=C1C)NC1=CC=C(C=C1)F